ClC(C[SiH](OC)OC)C 2-chloropropyldimethoxysilane